2-(3-chlorophenyl)-1-(4-chlorophenyl)acetylene ClC=1C=C(C=CC1)C#CC1=CC=C(C=C1)Cl